4-(benzyloxy)-6-fluoro-1H-indole-2-carboxylic acid Ethyl-4-(benzyloxy)-6-fluoro-1H-indole-2-carboxylate C(C)OC(=O)C=1NC2=CC(=CC(=C2C1)OCC1=CC=CC=C1)F.C(C1=CC=CC=C1)OC1=C2C=C(NC2=CC(=C1)F)C(=O)O